COC(=O)C1=CC(=C(C2=C1NN=N2)Br)F.C[C@H]2CN(C[C@@H](O2)C=2C=NNC2)C2=NC=CC(=N2)C2=CN=C1N2C=C(C=C1)C(F)(F)F (2S,6S)-2-methyl-6-(1H-pyrazol-4-yl)-4-(4-(6-(trifluoromethyl)imidazo[1,2-a]pyridin-3-yl)pyrimidin-2-yl)morpholine Methyl-4-bromo-5-fluoro-1H-benzo[d][1,2,3]triazole-7-carboxylate